C(C)OC(C(CCC)C)=O 2-Methylpentanoic acid Ethyl ester